O1C=NC(=C1)CNC(O[C@H]1[C@H](NC[C@@H]1O)CC1=CC=C(C=C1)OC)=O (2R,3S,4S)-4-hydroxy-2-[(4-methoxyphenyl)methyl]pyrrolidin-3-yl N-(1,3-oxazol-4-ylmethyl)carbamate